N1=C(C=CC=C1)C1=NC=CN=C1 PYRIDYL-PYRAZINE